3-acetamido-N-((1R,3r,5S,6r)-3-(6-chloro-1H-indazol-4-yl)-3-hydroxybicyclo[3.1.0]hexan-6-yl)benzamide C(C)(=O)NC=1C=C(C(=O)NC2[C@H]3CC(C[C@@H]23)(O)C2=C3C=NNC3=CC(=C2)Cl)C=CC1